ClC=1C(=NC(=NC1)NCC1=CC=C(C=C1)F)NC1=C(C=CC=C1)P(C)C (2-((5-chloro-2-((4-fluorobenzyl)amino)pyrimidin-4-yl)amino)phenyl)dimethylphosphine